NC1=NN(C2=CC=C(C=C12)Cl)C(=O)NC1=NC(=CC=C1)C1=NN=CN1C(C)C 3-amino-5-chloro-N-(6-(4-isopropyl-4H-1,2,4-triazol-3-yl)pyridin-2-yl)-1H-indazole-1-carboxamide